(S)-9-(2-amino-6-((tetrahydro-2H-pyran-4-yl)oxy)pyrimidin-4-yl)-1-(3,4-difluorophenyl)-4-fluoro-1,9-diazaspiro[5.5]undecan-2-one NC1=NC(=CC(=N1)N1CCC2(C[C@@H](CC(N2C2=CC(=C(C=C2)F)F)=O)F)CC1)OC1CCOCC1